(R)-N-(3-(1-((6-amino-[3,3'-bipyridin]-5-yl)oxy)ethyl)phenyl)-3-(methylthio)benzamide NC1=C(C=C(C=N1)C=1C=NC=CC1)O[C@H](C)C=1C=C(C=CC1)NC(C1=CC(=CC=C1)SC)=O